[N+](=O)([O-])C1=C(OCC(C(=O)OC(C)(C)C)=C)C=C(C=C1)C(F)(F)F tert-butyl 2-((2-nitro-5-(trifluoromethyl)phenoxy)methyl)acrylate